(1S,2S,3R,4R)-3-((5-(2-fluoropyridin-4-yl)-2-((3-(pyrrolidine-1-carbonyl)phenyl)amino)pyrimidin-4-yl)amino)bicyclo[2.2.1]hept-5-ene-2-carboxamide FC1=NC=CC(=C1)C=1C(=NC(=NC1)NC1=CC(=CC=C1)C(=O)N1CCCC1)N[C@H]1[C@H]([C@@H]2C=C[C@H]1C2)C(=O)N